trans-N1-(5-(3-(2-methoxyethyl)-2-methyl-3H-imidazo[4,5-b]pyridin-5-yl)pyrrolo[2,1-f][1,2,4]triazin-2-yl)-N3-methylcyclobutane-1,3-diamine COCCN1C(=NC=2C1=NC(=CC2)C=2C=CN1N=C(N=CC12)N[C@@H]1C[C@H](C1)NC)C